2,6-bis(amino-methyl)norbornane NCC1C2C(CC(C1)C2)CN